3-[3-[2-(8-chloro-4-oxo-chromen-2-yl)-5-(trifluoromethyl)phenoxy]propyl-cyclopropylsulfonyl-amino]cyclobutanecarboxylic acid ClC=1C=CC=C2C(C=C(OC12)C1=C(OCCCN(C2CC(C2)C(=O)O)S(=O)(=O)C2CC2)C=C(C=C1)C(F)(F)F)=O